(4-nitrophenyl)methyl N-{[2-(2,6-dioxopiperidin-3-yl)-3-oxo-2,3-dihydro-1H-isoindol-5-yl]methyl}carbamate O=C1NC(CCC1N1CC2=CC=C(C=C2C1=O)CNC(OCC1=CC=C(C=C1)[N+](=O)[O-])=O)=O